C(C)(C)(C)C1=CC=C(C=C1)OCC(OC)OC 1-(tert-butyl)-4-(2,2-dimethoxyethoxy)benzene